CO[Si](OC)(OC)[SiH2][Si](OC)(OC)OC di(trimethoxysilyl)silane